ClC1=NS(C2=C(N1)C(=C(C(=C2)F)F)C(C)C2=C(C=CC=C2)F)(=O)=O 3-chloro-6,7-difluoro-5-[1-(2-fluorophenyl)ethyl]-4H-1,2,4-benzothiadiazine 1,1-dioxide